OCCCCCC=1C=CC=2C(N(C3=CC=CC1C23)C2C(NC(CC2)=O)=O)=O 3-[5-(5-hydroxypentyl)-2-oxo-benzo[cd]indol-1-yl]piperidine-2,6-dione